C1(=CC=CC=C1)C=1C=CC=C2C=CC=C(C12)S(=O)(=O)O L-8-phenylnaphthalenesulfonic acid